(R)-(1-(3-(3-(2-cyano-3-(dimethylamino)-3-oxoprop-1-en-1-yl)-5-fluorophenoxy)propanamido)-2-phenylethyl)boronic acid C(#N)C(=CC=1C=C(OCCC(=O)N[C@@H](CC2=CC=CC=C2)B(O)O)C=C(C1)F)C(=O)N(C)C